4-(3-Chlorophenyl)cyclopent-1-en-1-yl trifluoromethanesulfonate FC(S(=O)(=O)OC1=CCC(C1)C1=CC(=CC=C1)Cl)(F)F